2-(2-cyclopropyl-4-oxo-7-(4,4,4-trifluorobutyl)pyrazolo[1,5-d][1,2,4]triazin-5(4H)-yl)-N-((1s,3s)-3-hydroxy-3-methylcyclobutyl)acetamide C1(CC1)C1=NN2C(=NN(C(C2=C1)=O)CC(=O)NC1CC(C1)(C)O)CCCC(F)(F)F